(3S,6R,10R,16S,E)-10-(3-chloro-4-methoxybenzyl)-3-isobutyl-6-methyl-16-((R,E)-4-(1-methyl-1H-pyrazol-5-yl)but-3-en-2-yl)-1,4-dioxa-8,11-diazacyclohexadec-13-ene-2,5,9,12-tetraone ClC=1C=C(C[C@@H]2C(NC[C@H](C(O[C@H](C(O[C@@H](C/C=C/C(N2)=O)[C@H](C)\C=C\C2=CC=NN2C)=O)CC(C)C)=O)C)=O)C=CC1OC